FCCN1CCC(CC1)C(=O)NC1=CC=2N(C=N1)C=C(C2)C2=CN=CO2 1-(2-fluoroethyl)-N-(6-(oxazol-5-yl)pyrrolo[1,2-c]pyrimidin-3-yl)piperidine-4-carboxamide